FC=1C(=C(C=CC1)O)C1=C2C(=C(N=N1)NC1CC(C1)(C)O)N=CC=C2 3-fluoro-2-(8-(((1r,3r)-3-hydroxy-3-methylcyclobutyl)amino)pyrido[2,3-d]pyridazin-5-yl)phenol